ClC=1C=C(C=CC1C=1N(C2=NC=NC(=C2N1)OC1(CC1)C)CC1=NC=CC(=C1)C)CCC(=O)N(C)C 3-(3-chloro-4-(6-(1-methylcyclopropoxy)-9-((4-methylpyridin-2-yl)methyl)-9H-purin-8-yl)phenyl)-N,N-dimethylpropanamide